NCCCNC(CN1CCN(CC1)C(=O)N1C(=N[C@@]([C@@]1(C)C1=CC=C(C=C1)Cl)(C)C1=CC=C(C=C1)Cl)C1=C(C=C(C=C1)C(C)(C)C)OCC)=O N-(3-aminopropyl)-2-(4-((4S,5R)-2-(4-(tert-butyl)-2-ethoxyphenyl)-4,5-bis(4-chlorophenyl)-4,5-dimethyl-4,5-dihydro-1H-imidazole-1-carbonyl)piperazin-1-yl)acetamide